N[C@@H]1CN(CCC1)C1=CC(=NC=C1C=1C=NN(C1)[C@@H]1CNCC1)NC1=NC(=NC=C1)C1=C(C=CC=C1OC)F N-(4-((S)-3-aminopiperidin-1-yl)-5-(1-((S)-pyrrolidin-3-yl)-1H-pyrazol-4-yl)pyridin-2-yl)-2-(2-fluoro-6-methoxyphenyl)pyrimidin-4-amine